(6-((5-Bromo-2-((4-(4-cyclopentylpiperazine-1-yl)-2-methoxy-5-(1-methyl-1H-pyrazole-4-yl)phenyl)amino)pyrimidin-4-yl)amino)quinoxalin-5-yl)dimethylphosphine oxide BrC=1C(=NC(=NC1)NC1=C(C=C(C(=C1)C=1C=NN(C1)C)N1CCN(CC1)C1CCCC1)OC)NC=1C(=C2N=CC=NC2=CC1)P(C)(C)=O